1-(5-aminopyridin-2-yl)-N-(3-methoxyphenyl)-1H-indol-5-amine NC=1C=CC(=NC1)N1C=CC2=CC(=CC=C12)NC1=CC(=CC=C1)OC